(S)-2-methyl-2-(6-((R)-3-methylmorpholino)-2-(1H-pyrrolo[2,3-b]pyridin-4-yl)pyrimidin-4-yl)tetrahydrothiophene 1,1-dioxide C[C@@]1(S(CCC1)(=O)=O)C1=NC(=NC(=C1)N1[C@@H](COCC1)C)C1=C2C(=NC=C1)NC=C2